N-(6-(1,4-dimethyl-6-oxo-1,6-dihydropyridin-3-yl)-2-(o-tolylamino)-1,5-naphthyridin-3-yl)-3-fluoro-5-(trifluoromethyl)benzamide CN1C=C(C(=CC1=O)C)C=1N=C2C=C(C(=NC2=CC1)NC1=C(C=CC=C1)C)NC(C1=CC(=CC(=C1)C(F)(F)F)F)=O